isobutyl N,N-didecylaminoacetate C(CCCCCCCCC)N(CCCCCCCCCC)CC(=O)OCC(C)C